N-[2-[4-(hydroxymethyl)cyclohexyl]-6-(1-hydroxy-1-methyl-ethyl)indazol-5-yl]imidazo[1,5-a]pyrimidine-8-carboxamide OCC1CCC(CC1)N1N=C2C=C(C(=CC2=C1)NC(=O)C=1N=CN2C1N=CC=C2)C(C)(C)O